F[P-](F)(F)(F)(F)F.N1(N=NC2=C1C=CC=C2)O[P+](N2CCCC2)(N2CCCC2)N2CCCC2 1H-1,2,3-benzotriazol-1-yloxy-tris(pyrrolidino)-phosphonium hexafluorophosphate